2-(4-(4-(aminomethyl)-1-oxo-1,2-dihydrophthalazin-6-yl)-1-methyl-1H-pyrazol-5-yl)-4-cyclopropylbenzonitrile NCC1=NNC(C2=CC=C(C=C12)C=1C=NN(C1C1=C(C#N)C=CC(=C1)C1CC1)C)=O